2-ethoxy-5-ethyl-benzene-1-sulfonamide C(C)OC1=C(C=C(C=C1)CC)S(=O)(=O)N